(4-hydroxy-5-((tert-butyl triisopropylsilyl)ethynyl)naphthalen-2-yl)carbamate OC1=CC(=CC2=CC=CC(=C12)C#C[Si](C(C)(C)C(C)(C)C)(C(C)C)C(C)C)NC([O-])=O